methyl (2S)-3-(2,2-difluorocyclopropyl)-2-[(4-methoxy-1H-indole-2-carbonyl)amino]propanoate FC1(C(C1)C[C@@H](C(=O)OC)NC(=O)C=1NC2=CC=CC(=C2C1)OC)F